N-(4,6-dimorpholinopyrimidin-2-yl)-7-methoxyquinazolin-4,6-diamine O1CCN(CC1)C1=NC(=NC(=C1)N1CCOCC1)NC1=NC=NC2=CC(=C(C=C12)N)OC